magnesium bismuth-strontium [Sr].[Bi].[Mg]